BrC1=C(C=CC2=C1C=C(O2)C(=O)OCC)NC(\C=C\OCC)=O ethyl 4-bromo-5-[(2E)-3-ethoxyprop-2-enamido]-1-benzofuran-2-carboxylate